(1R,2S,3R,5S)-3-(4-amino-6,7-dihydro-cyclopenta[4,5]pyrrolo[2,3-d]pyrimidin-8(5H)-yl)-5-(2-(2-aminoquinolin-7-yl)ethyl)cyclopentane-1,2-diol NC=1C2=C(N=CN1)N(C1=C2CCC1)[C@H]1[C@@H]([C@@H]([C@H](C1)CCC1=CC=C2C=CC(=NC2=C1)N)O)O